C1(CC1)C(=O)NC=1N=C2N(N=C(C=C2)OC=2C=CC(=C(C2)NC(=O)C2=CC(=NN2C)C)C)C1 N-[5-({2-[(cyclopropanecarbonyl)amino]imidazo[1,2-B]pyridazin-6-yl}oxy)-2-methylphenyl]-1,3-dimethyl-1H-pyrazole-5-carboxamide